C#CC(CCCCC)=O 1-octyn-3-one